S-(N-(3,5-Dimethoxybenzyl)adenosyl)-L-homocystein COC=1C=C(CNC=2C=3N=CN([C@H]4[C@H](O)[C@H](O)[C@@H](CSCC[C@H](N)C(=O)O)O4)C3N=CN2)C=C(C1)OC